COC(=O)C1=NC=C(C=C1)C(C)(C)C.BrC=1C=C(C(=C(NC[C@H]2OCC2)C1)[N+](=O)[O-])F 5-bromo-3-fluoro-2-nitro-N-[(2S)-oxetan-2-ylmethyl]aniline methyl-5-tert-butylpyridine-2-carboxylate